6-hydroxy-L-norleucine OCCCC[C@H](N)C(=O)O